FC1(COC1)COS(=O)(=O)C1=CC=C(C=C1)C 4-methylbenzenesulfonic acid [(3-fluorooxetane-3-yl) methyl] ester